C(C)(C)(C)OC(=O)N1N=C(C2=CC=C(C=C12)SC1=C(C=CC=C1)C(NCC(F)F)=O)I 6-[2-(2,2-Difluoroethylcarbamoyl)phenyl]sulfanyl-3-iodoindazole-1-carboxylic acid tert-butyl ester